FC=1C(=NC(=NC1)NC1=CC=C(C=N1)C(=O)N1CCN(CC1)C)C1=CC2=C(N=C3N2C(CCC3)C)C(=C1)F (6-((5-fluoro-4-(6-fluoro-1-methyl-1,2,3,4-tetrahydrobenzo[4,5]imidazo[1,2-a]pyridin-8-yl)pyrimidin-2-yl)amino)pyridin-3-yl)(4-methylpiperazin-1-yl)methanone